4-(2-cyanopropan-2-yl)-2,6-difluorobenzenesulfonamide C(#N)C(C)(C)C1=CC(=C(C(=C1)F)S(=O)(=O)N)F